2-[6-[4-[(dimethylamino)methyl]phenyl]-7-methyl-4-(trifluoromethyl)indazol-2-yl]-2-[rac-(6R)-6-fluoro-6,7-dihydro-5H-pyrrolo[1,2-c]imidazol-1-yl]-N-(1,3-thiazol-2-yl)acetamide CN(C)CC1=CC=C(C=C1)C=1C=C(C2=CN(N=C2C1C)C(C(=O)NC=1SC=CN1)C1=C2N(C=N1)C[C@@H](C2)F)C(F)(F)F |r|